5-Dimethylamino-naphthalen-2-yl 2,4,6-tri-O-acetyl-3-azido-3-deoxy-1-thio-α-D-galactopyranoside C(C)(=O)O[C@H]1[C@@H](SC2=CC3=CC=CC(=C3C=C2)N(C)C)O[C@@H]([C@@H]([C@@H]1N=[N+]=[N-])OC(C)=O)COC(C)=O